O1C=C(C2=C1C=CC=C2)C[C@H](NS(=O)(=O)CC2=CC(=CC(=C2)[N+](=O)[O-])C)B(O)O (R)-2-(benzofuran-3-yl)-1-((3-methyl-5-nitrophenyl)methylsulfonamido)ethylboronic acid